N,N-diethyl-4-((1-(4-(3-isopropyl-1,2,4-oxadiazol-5-yl)piperazine-1-carbonyl)-3-azabicyclo[4.1.0]heptan-3-yl)sulfonyl)benzenesulfonamide C(C)N(S(=O)(=O)C1=CC=C(C=C1)S(=O)(=O)N1CC2(CC2CC1)C(=O)N1CCN(CC1)C1=NC(=NO1)C(C)C)CC